bis(tri-(tert-butyl)phosphine) palladium (0) [Pd].C(C)(C)(C)P(C(C)(C)C)C(C)(C)C.C(C)(C)(C)P(C(C)(C)C)C(C)(C)C